CC1=NOC(=C1C=1C=C2C(=NC1)N(C=C2C2=C(C=C(C(=O)O)C=C2C)OC(C)C)C2CCOCC2)C 4-(5-(3,5-dimethylisoxazol-4-yl)-1-(tetrahydro-2H-pyran-4-yl)-1H-pyrrolo[2,3-b]pyridin-3-yl)-3-isopropoxy-5-methylbenzoic acid